OC(CCCCCCCCCCC(=O)[O-])CCCCCC.[Li+] lithium 12-hydroxystearate